4-((tert-butoxycarbonyl)(prop-2-yn-1-yl)amino)-2-fluoro-5-methoxybenzoic acid C(C)(C)(C)OC(=O)N(C1=CC(=C(C(=O)O)C=C1OC)F)CC#C